C(COCCOCCSC(CC(=O)C1C(C=CCC1(C)C)C)C)SC(CC(=O)C1C(C=CCC1(C)C)C)C 3,3'-(3,6-dioxaoctane-1,8-diylbis(sulfanediyl))bis(1-(2,6,6-trimethylcyclohex-3-en-1-yl)butan-1-one)